(R)-2-(3-bromo-2-methylphenyl)-5-((3-(tert-butoxycarbonyl)pyrrolidin-1-yl)methyl)benzo[d]oxazole-7-carboxylic acid BrC=1C(=C(C=CC1)C=1OC2=C(N1)C=C(C=C2C(=O)O)CN2C[C@@H](CC2)C(=O)OC(C)(C)C)C